BrCC(=O)C1=C(C=CC=C1)[N+](=O)[O-] 2-bromo-1-(2-nitrophenyl)ethane-1-one